OC1=C(C(=CC(=C1C(=O)N1CC2=CC=CC=C2C1)CCCCC)O)C1=CC(=CC=C1)C (2,6-dihydroxy-3'-methyl-4-pentyl-[1,1'-biphenyl]-3-yl)(isoindolin-2-yl)methanone